5-(4-Methyl-piperazin-1-ylmethyl)-furan-2-carboxylic acid [8-(5-benzyloxy-pyridin-2-yl)-2,3-dihydro-benzo[1,4]dioxin-2-ylmethyl]-amide C(C1=CC=CC=C1)OC=1C=CC(=NC1)C1=CC=CC2=C1OC(CO2)CNC(=O)C=2OC(=CC2)CN2CCN(CC2)C